1-cyclobutyl-1H-indazole-5-carboxylic acid C1(CCC1)N1N=CC2=CC(=CC=C12)C(=O)O